C(#N)C1=CC=C(C=C1)C1CCN(CC1)C(=O)C=1C=C(N=NC1)NC(=O)NCCOC 1-(5-(4-(4-cyanophenyl)piperidine-1-carbonyl)pyridazin-3-yl)-3-(2-methoxyethyl)urea